4-nitrophenyl (3-stearamido-propyl) carbonate C(OC1=CC=C(C=C1)[N+](=O)[O-])(OCCCNC(CCCCCCCCCCCCCCCCC)=O)=O